1-(1-acetylpiperidine-4-yl)-3-((5-(5-(difluoromethyl)-1,3,4-oxadiazole-2-yl)pyridine-2-yl)methyl)-5,6-difluoro-1,3-dihydro-2H-benzo[d]imidazole-2-one C(C)(=O)N1CCC(CC1)N1C(N(C2=C1C=C(C(=C2)F)F)CC2=NC=C(C=C2)C=2OC(=NN2)C(F)F)=O